2-(6-(4,4-difluoropiperidin-1-yl)-5-fluoropyridin-3-yl)thiazole-5-carboxylic acid FC1(CCN(CC1)C1=C(C=C(C=N1)C=1SC(=CN1)C(=O)O)F)F